1-ethyl-N-((1S)-((1R,4S)-4-methylcyclohexyl)(2-(((5R)-2-oxo-5-(trifluoromethyl)piperidin-3-yl)methyl)imidazo[1,2-b][1,2,4]triazin-6-yl)methyl)-1H-pyrazole-5-carboxamide C(C)N1N=CC=C1C(=O)N[C@H](C=1N=C2N(N=C(C=N2)CC2C(NC[C@@H](C2)C(F)(F)F)=O)C1)C1CCC(CC1)C